C(C)(C)(C)OC(=O)N1[C@H](CNCC1)C(=O)O (2R)-1-tert-butoxycarbonylpiperazine-2-carboxylic acid